4-methoxy-6-[5-methyl-1-(piperidin-4-yl)pyrazol-4-yl]pyrazolo[1,5-a]pyridine-3-carbonitrile COC=1C=2N(C=C(C1)C=1C=NN(C1C)C1CCNCC1)N=CC2C#N